tert-butyl (2-((4-((5-bromothiophen-2-yl)methyl)-3-methyl-5-oxo-4,5-dihydro-1H-1,2,4-triazol-1-yl)methyl)-3,3-difluoroallyl)carbamate BrC1=CC=C(S1)CN1C(=NN(C1=O)CC(CNC(OC(C)(C)C)=O)=C(F)F)C